1-[(3S)-7-(ethylamino)-5-fluoro-3-methyl-2-OxO-indolin-3-yl]-4-phenyl-piperidine-3-carboxamide C(C)NC=1C=C(C=C2[C@](C(NC12)=O)(C)N1CC(C(CC1)C1=CC=CC=C1)C(=O)N)F